[Si](C)(C)(C(C)(C)C)[C@@H](C#CC)O (S)-1-(tert-butyldimethylsilyl)but-2-yn-1-ol